(R)-N'-((1,2,3,5,6,7-hexahydrodicyclopenta[b,e]pyridin-8-yl)carbamoyl)-5-(2-hydroxypropan-2-yl)thiazole-2-sulfonimidamide C1CCC2=NC3=C(C(=C21)NC(=O)N=[S@](=O)(N)C=2SC(=CN2)C(C)(C)O)CCC3